5-bromo-6-iodo-2H-indazole BrC1=CC2=CNN=C2C=C1I